1-Benzyl 4-methyl 4-hydrazinylpiperidine-1,4-dicarboxylate dihydrochloride Cl.Cl.N(N)C1(CCN(CC1)C(=O)OCC1=CC=CC=C1)C(=O)OC